nickel-manganese titanium zinc sodium [Na].[Zn].[Ti].[Mn].[Ni]